3-(5-((5-(((1s,3s)-adamantan-1-yl)amino)-3-thioxopentyl)amino)-2-methyl-4-oxoquinazolin-3(4H)-yl)piperidine-2,6-dione C12(CC3CC(CC(C1)C3)C2)NCCC(CCNC2=C3C(N(C(=NC3=CC=C2)C)C2C(NC(CC2)=O)=O)=O)=S